1-(7-(5-fluoro-6-(3-(piperidin-1-yl)propoxy)pyridin-3-yl)quinoxalin-2-yl)-3-isopropyl-1-methylurea FC=1C=C(C=NC1OCCCN1CCCCC1)C1=CC=C2N=CC(=NC2=C1)N(C(=O)NC(C)C)C